2-(4-Amino-1-isopropyl-1H-pyrazolo[3,4-d]pyrimidin-3-yl)-1H-indol-5-ol NC1=C2C(=NC=N1)N(N=C2C=2NC1=CC=C(C=C1C2)O)C(C)C